ClC1=CC=C(C=C1)C=1SC=C(N1)CCC(C(=O)N)CC [2-[2-(4-chlorophenyl)-4-thiazolyl]ethyl]-butyramide